N-(3-bromo-5-fluoro-phenyl)-N-(2,2-difluoroethyl)-6-fluoro-1-methyl-[1,2,4]triazolo[4,3-a]quinazolin-5-amine BrC=1C=C(C=C(C1)F)N(C1=NC=2N(C3=CC=CC(=C13)F)C(=NN2)C)CC(F)F